N1=C(C(=CC(=C1)C)C(=O)O)C(=O)O 5-picoline-2,3-dicarboxylic acid